C(C1=CC=CC=C1)OC=1C(=NC=C(C1C)C1=CC(=CC=C1)OC1=CC=CC=C1)C(=O)O 3-(benzyloxy)-4-methyl-5-(3-phenoxyphenyl)picolinic acid